(S)-6-(4-(methoxycarbonyl)phenyl)-4-(2-methylthiophene-3-yl)-3,6-dihydropyridine-1(2H)-carboxylic acid benzyl ester C(C1=CC=CC=C1)OC(=O)N1CCC(=C[C@H]1C1=CC=C(C=C1)C(=O)OC)C1=C(SC=C1)C